FC(C1(CC(C1)N1N=C(C(=C1)C(=O)NC1=NC(=CC=C1)C=1N2C(=NN1)CC[C@@H]2C)OC)O)F (S)-1-(3-(difluoromethyl)-3-hydroxycyclobutyl)-3-methoxy-N-(6-(5-methyl-6,7-dihydro-5H-pyrrolo[2,1-c][1,2,4]triazol-3-yl)pyridin-2-yl)-1H-pyrazole-4-carboxamide